4-((tert-butyldimethylsilyl)oxy)benzoic acid [Si](C)(C)(C(C)(C)C)OC1=CC=C(C(=O)O)C=C1